3-bromo-6-chloro-N-(3-(4-fluorophenyl)-2-fluoro-3-hydroxypropyl)-2-fluorobenzamide BrC=1C(=C(C(=O)NCC(C(O)C2=CC=C(C=C2)F)F)C(=CC1)Cl)F